N-(3-amino-7-bromo-4-(2-chloro-5-fluorophenoxy)-1-methyl-1H-indazol-5-yl)-3-fluoro-5-(trifluoromethyl)benzamide NC1=NN(C2=C(C=C(C(=C12)OC1=C(C=CC(=C1)F)Cl)NC(C1=CC(=CC(=C1)C(F)(F)F)F)=O)Br)C